N-methyl-N-[4-(trifluoromethyl)phenyl]carbamoyl chloride CN(C(=O)Cl)C1=CC=C(C=C1)C(F)(F)F